N1N=NC2=NC=CC=C21 1H-1,2,3-triazolo-[4,5-b]pyridin